N,N-dimethylaminobenzylamine CNN(NC)CC1=CC=CC=C1